CN(CCCCNC(C1=CC=C(C=C1)[131I])=O)C N-(4-(dimethylamino)butyl)-4-[131I]iodobenzamide